S1C=C(C=C1)B(O)O Thiophene-3-yl-boronic acid